3-((tert-butoxycarbonyl)amino)-1-(6-methylpyridin-2-yl)-1H-pyrazol-5-yl trifluoromethanesulfonate FC(S(=O)(=O)OC1=CC(=NN1C1=NC(=CC=C1)C)NC(=O)OC(C)(C)C)(F)F